C(C)OC(=O)C1=NN(C(=C1)O)C1OCCCC1 5-hydroxy-1-(tetrahydro-2H-pyran-2-yl)-1H-pyrazole-3-carboxylic acid ethyl ester